Trimethoxy(pentamethylcyclopentadienyl)titanium CO[Ti](C1(C(=C(C(=C1C)C)C)C)C)(OC)OC